ClC1=NC=CC(=N1)C1=CC=C2CN(C(C2=C1)=O)CC(=O)N[C@H](CO)C1=CC(=CC=C1)OC 2-[6-(2-Chloropyrimidin-4-yl)-1-oxo-2,3-dihydro-1H-isoindol-2-yl]-N-[(1S)-2-hydroxy-1-(3-methoxyphenyl)ethyl]acetamide